ClC=1C=NC(=C(C(=O)NC2CCC(CC2)CN2C(N(C3=C2C=CC=C3)C3=CC=C2C=CC=NC2=C3)=O)C1)C(F)F 5-chloro-2-(difluoromethyl)-N-((1r,4r)-4-((2-oxo-3-(quinolin-7-yl)-2,3-dihydro-1H-benzo[d]imidazol-1-yl)methyl)cyclohexyl)nicotinamide